NC1=NC=CC=C1C1=NC=2C(=NC(=CC2)N2N=CC=C2)N1C=1C=C2CC[C@@H](C2=CC1)N1C=NC2=CC(=C(C=C2C1=O)C=O)NS(=O)(=O)C N-{3-[(1S)-5-[2-(2-aminopyridin-3-yl)-5-(pyrazol-1-yl)imidazo[4,5-b]pyridin-3-yl]-2,3-dihydro-1H-inden-1-yl]-6-formyl-4-oxoquinazolin-7-yl}methanesulfonamide